4-(1H-inden-2-yl)-1-methyl-1H-pyrazole C1C(=CC2=CC=CC=C12)C=1C=NN(C1)C